6-(2-(2-(tert-butoxycarbonylamino)ethoxy)-4-methoxyphenyl)quinoline-4-carboxylic acid C(C)(C)(C)OC(=O)NCCOC1=C(C=CC(=C1)OC)C=1C=C2C(=CC=NC2=CC1)C(=O)O